ClC1=CC=C(C=C1)C1=N[C@H](C=2N(C3=C1C=C(C=C3)OCCCCC(=O)NC3=CC(=C(C=C3)OC)OC)C(=NN2)C)CC(=O)NCC 5-(((4S)-6-(4-chlorophenyl)-4-(2-(ethylamino)-2-oxoethyl)-1-methyl-4H-benzo[f][1,2,4]triazolo[4,3-a][1,4]diazepin-8-yl)oxy)-N-(3,4-dimethoxyphenyl)pentanamide